3,7-dimethyl-3H-imidazo[4,5-b]pyridine CN1C=NC=2C1=NC=CC2C